N-[1-[4-fluoro-3-[4-(2-pyridyl)triazol-2-yl]-2-pyridyl]ethyl]-3,5-bis(trifluoro-methyl)benzamide FC1=C(C(=NC=C1)C(C)NC(C1=CC(=CC(=C1)C(F)(F)F)C(F)(F)F)=O)N1N=CC(=N1)C1=NC=CC=C1